o-amino-p-tertbutyl-phenol NC1=C(C=CC(=C1)C(C)(C)C)O